CC(C)NC N-Isopropylmethylamine